6-(Cyclopropanecarboxamido)-4-((5-(hydroxymethyl)-4-methoxypyrazolo[1,5-a]pyridin-3-yl)amino)-N-(methyl-d3)nicotinamide C1(CC1)C(=O)NC1=NC=C(C(=O)NC([2H])([2H])[2H])C(=C1)NC=1C=NN2C1C(=C(C=C2)CO)OC